4-(2,4-dichlorophenyl)-2-aminothiazole ClC1=C(C=CC(=C1)Cl)C=1N=C(SC1)N